fluoro-5-methylpyridin FC1=NC=C(C=C1)C